FC1CC(N(C1)C(CC=1C=CC=2N(C1)N=CN2)=O)C(=O)NC(C2=CC=C(C=C2)C(C)C)C2=CC=CC=C2 4-fluoro-N-{phenyl[4-(propan-2-yl)phenyl]methyl}-1-(2-{[1,2,4]triazolo[1,5-a]pyridin-6-yl}acetyl)pyrrolidine-2-carboxamide